5-fluoro-4-(1-methyl-6-nitro-indol-3-yl)-N-(4-morpholinylphenyl)pyrimidin-2-amine FC=1C(=NC(=NC1)NC1=CC=C(C=C1)N1CCOCC1)C1=CN(C2=CC(=CC=C12)[N+](=O)[O-])C